N-(4-methyl-pyridin-2-yl)-3-(3-(trifluoro-methyl)pyridin-2-yl)-1,2,4-thiadiazol-5-amine CC1=CC(=NC=C1)NC1=NC(=NS1)C1=NC=CC=C1C(F)(F)F